ClC=1C=C(C=2N(N1)C=CN2)[C@@H]2[C@H](C2)C2=CC=C1C3(C(N(C1=C2)CC(F)(F)F)=O)CC3 6'-((1S,2S)-2-(6-chloroimidazo[1,2-b]pyridazin-8-yl)cyclopropyl)-1'-(2,2,2-trifluoroethyl)spiro[cyclopropane-1,3'-indolin]-2'-one